4-[3-(3-{bicyclo[1.1.1]pentan-1-yl}piperazin-1-yl)-1,2,4-triazin-6-yl]-7-(pyrazol-1-yl)-1H-indazole C12(CC(C1)C2)C2CN(CCN2)C=2N=NC(=CN2)C2=C1C=NNC1=C(C=C2)N2N=CC=C2